NC1=NC=2C=CC=CC2C2=C1N=C(N2CC2=CC=C(CNC(OCCNC(C(=C)C)=O)=O)C=C2)C=2C=NC=CC2 2-methacrylamidoethyl 4-((4-amino-2-(pyridin-3-yl)-1H-imidazo[4,5-c]quinolin-1-yl)methyl)benzylcarbamate